ClC1=CC=C(S1)C=1N=NN(C1)C1C(NC(CC1)=O)=O 3-[4-(5-chlorothien-2-yl)-1H-1,2,3-triazol-1-yl]piperidine-2,6-dione